3-(5-((4-(N-(tert-butoxycarbonyl)sulfamoyl)phenyl)amino)pyrazin-2-yl)cyclopentyl isopropylcarbamate C(C)(C)NC(OC1CC(CC1)C1=NC=C(N=C1)NC1=CC=C(C=C1)S(NC(=O)OC(C)(C)C)(=O)=O)=O